N1C(=CC=C1)C1=NC=CC(=C1)C=1C(=NN2C1CN(CC2)C(C)=O)C2=CC=C(C=C2)F 1-(3-(2-(1H-pyrrol-2-yl)pyridin-4-yl)-2-(4-fluorophenyl)-6,7-dihydropyrazolo[1,5-a]pyrazin-5(4H)-yl)ethan-1-one